4-(1H-pyrazol-4-yl)-1,4-dihydro-5H-tetrazol-5-one N1N=CC(=C1)N1N=NNC1=O